C[Si](CCOCN1C(=NC2=C1C=CC=C2)N)(C)C 1-((2-(trimethylsilyl)ethoxy)methyl)-1H-benzo[d]imidazol-2-amine